F[C@@H]1[C@@H](O[C@@H]([C@H]1OC(=O)C1=CC=CC=C1)COC(=O)C1=CC=CC=C1)N1C=NC=2C1=NC=CC2N 3-[2-deoxy-2-fluoro-3,5-bis-O-(phenylcarbonyl)-β-D-arabinofuranosyl]-3H-imidazo[4,5-b]pyridin-7-amine